NC=1C=C2C(=NNC2=C2C1C(NC2=O)(O)C2=C(C=CC(=C2)F)Cl)C(=O)N 5-amino-6-(2-chloro-5-fluorophenyl)-6-hydroxy-8-oxo-1,6,7,8-tetrahydropyrrolo[3,4-g]indazole-3-carboxamide